FC1=C(C=CC(=C1)C=1C=NNC1)C1CCN(CC1)S(=O)(=O)C1=CC=C(C=C1)F 4-(2-fluoro-4-(1H-pyrazol-4-yl)phenyl)-1-((4-fluorophenyl)sulfonyl)piperidine